5-(N-(2-(4-(3-bromothiophene-2-carbonyl)piperazin-1-yl)phenyl)-N-(2-chlorophenethyl)sulfamoyl)-3-methylbenzothiophene-2-carboxylic acid ethyl ester C(C)OC(=O)C=1SC2=C(C1C)C=C(C=C2)S(N(CCC2=C(C=CC=C2)Cl)C2=C(C=CC=C2)N2CCN(CC2)C(=O)C=2SC=CC2Br)(=O)=O